C(N)(=N)C=1C=C(SC1)CNC(=O)[C@H]1N(CC2(OCCO2)C1)C(CN1C(C2=CC=C(C=C2C1)C1=C(C=C(C=C1)C)C)=O)=O (S)-N-((4-carbamimidoylthiophen-2-yl)methyl)-7-(2-(5-(2,4-dimethylphenyl)-1-oxoisoindolin-2-yl)acetyl)-1,4-dioxa-7-azaspiro[4.4]nonane-8-carboxamide